BrC1=CC=C(C=C1)C1=CC=2C(C3=CC=CC=C3OC2C=C1)=O 2-(4-bromophenyl)-9H-xanthene-9-one